C1(CCCCC1)C1N(S(C2=C(N(C1)C1=CC=CC=C1)C=C(C(=C2)C2=CC(=C(S2)C(=O)O)C)SC)(=O)=O)C 5-(3-cyclohexyl-2-methyl-7-(methylthio)-1,1-dioxido-5-phenyl-2,3,4,5-tetrahydrobenzo[f][1,2,5]thiadiazepin-8-yl)-3-methylthiophene-2-carboxylic acid